2,5-difluoro-N-(4-(4-(2-methoxyethoxy)-2-((4-((4-methylpiperazin-1-yl)methyl)phenyl)amino)-7H-pyrrolo[2,3-d]pyrimidin-5-yl)phenyl)benzenesulfonamide FC1=C(C=C(C=C1)F)S(=O)(=O)NC1=CC=C(C=C1)C1=CNC=2N=C(N=C(C21)OCCOC)NC2=CC=C(C=C2)CN2CCN(CC2)C